METHYL 4-IODO-3-ISOPROPYL-1,2-THIAZOLE-5-CARBOXYLATE IC=1C(=NSC1C(=O)OC)C(C)C